4-phenyl-2-(3-(3,5,6-triphenylpyrazin-2-yl)phenyl)benzo[h]quinazoline C1(=CC=CC=C1)C1=NC(=NC2=C3C(=CC=C12)C=CC=C3)C3=CC(=CC=C3)C3=NC(=C(N=C3C3=CC=CC=C3)C3=CC=CC=C3)C3=CC=CC=C3